butyl (1R,3R,4R,5S)-5-(difluoromethoxy)-3-formyl-2-azabicyclo[2.2.1]heptane-2-carboxylate FC(O[C@@H]1[C@H]2[C@@H](N([C@@H](C1)C2)C(=O)OCCCC)C=O)F